5,10-dihydro-2,8-di-n-decylphenazine C(CCCCCCCCC)C1=CC=2NC3=CC(=CC=C3NC2C=C1)CCCCCCCCCC